C(C)N1C(C=2N=C(N=C(C2C1)NC1=CC=C(C=C1)C(C)C)N1C[C@H](OCC1)C)=O 6-ethyl-2-[(2R)-2-methylmorpholin-4-yl]-4-{[4-(propan-2-yl)phenyl]amino}-5,6-dihydro-7H-pyrrolo[3,4-d]pyrimidin-7-one